C1(CC1)N(C(=O)C=1C=CC2=C(OCC(N2)=O)C1)CC1=CC=C(C=C1)C(NCCNC1=C2C(N(C(C2=CC=C1)=O)C1C(NC(CC1)=O)=O)=O)=O N-cyclopropyl-N-(4-((2-((2-(2,6-dioxopiperidin-3-yl)-1,3-dioxoisoindolin-4-yl)amino)ethyl)carbamoyl)benzyl)-3-oxo-3,4-dihydro-2H-benzo[b][1,4]oxazine-7-carboxamide